2-mercapto-N-phenyl-benzamide methyl-(2R)-3-allyl-1-(2-chloroacetyl)-4-hydroxypyrrolidine-2-carboxylate COC(=O)[C@@H]1N(CC(C1CC=C)O)C(CCl)=O.SC1=C(C(=O)NC2=CC=CC=C2)C=CC=C1